C(C1=CC=CC=C1)CNCCNCCC1=CC=CC=C1 N,N'-dibenzylmethyl-1,2-ethylenediamine